4-((tert-butoxycarbonyl)amino)-3-(p-toluenesulfonyloxy)piperidine-1-carboxylic acid benzyl ester C(C1=CC=CC=C1)OC(=O)N1CC(C(CC1)NC(=O)OC(C)(C)C)OS(=O)(=O)C1=CC=C(C)C=C1